O1C2=C(C=C1B(O)O)C=CC=C2 Benzo[b]furan-2-ylboronic acid